Methyl 4-((3,5-difluoropyridin-2-yl)methoxy)-5',6-dimethyl-2-oxo-2H-[1,4'-bipyridine]-2'-carboxylate FC=1C(=NC=C(C1)F)COC1=CC(N(C(=C1)C)C1=CC(=NC=C1C)C(=O)OC)=O